((5aS,6R,11bR)-14-(cyclopropylmethyl)-5a,10-dihydroxy-1,2,5,5a,6,7-hexahydro-6,11b-(epiminoethano)naphtho[1,2-d]azepin-3(4H)-yl)(pyrimidin-2-yl)methanone C1(CC1)CN1CC[C@]23CCN(CC[C@]2([C@H]1CC1=CC=C(C=C13)O)O)C(=O)C1=NC=CC=N1